1-amino-1-phenylpropane NC(CC)C1=CC=CC=C1